6-(4-bromophenyl)-2-(2-(quinolin-6-yl)ethyl)pyridazin-3(2H)-one BrC1=CC=C(C=C1)C=1C=CC(N(N1)CCC=1C=C2C=CC=NC2=CC1)=O